FC(COC1=C(C(=O)OC)C=C(C=C1)OCC(F)(F)F)(F)F methyl 2,5-di(2,2,2-trifluoroethoxy)benzoate